diallyl phosphite (diallyl fumarate) C(C=C)\C(=C(/C(=O)O)\CC=C)\C(=O)O.P(OCC=C)(OCC=C)O